ClC1=C(CC2=C(OCCN3CCOCC3)C(=CC(=C2)C)C)C(=CC=C1)Cl 4-(2-(2-(2,6-Dichlorobenzyl)-4,6-dimethylphenoxy)ethyl)morpholine